Cl.C(C1=CC=CC=C1)OC(NC(=N)C1=CC=C(C=C1)CN)=O ((4-(aminomethyl)phenyl)(imino)methyl)carbamic acid benzyl ester hydrochloride